FC(C1=NN=C(O1)C=1C=CC(=NC1)CN1C(N(C2=C1C=C(C(=C2)C2=C1C=CNC1=CC=C2)F)C2CCN(CC2)C)=O)F 1-((5-(5-(difluoromethyl)-1,3,4-oxadiazole-2-yl)pyridine-2-yl)methyl)-6-fluoro-5-(1H-indole-4-yl)-3-(1-methylpiperidine-4-yl)-1,3-dihydro-2H-benzo[d]imidazole-2-one